(3R)-N-{3-[5-(butan-2-yl)-2H-pyrazolo[3,4-b]pyridin-2-yl]-4-fluorophenyl}-3-fluoropyrrolidine CC(CC)C1=CC=2C(N=C1)=NN(C2)C=2C=C(C=CC2F)N2C[C@@H](CC2)F